FC12CC(C1)(C2)N2C(C1(C3=C2N=C(N=C3)NC=3C=NC(=CC3C)C=3C=NN(C3)C)CC1)=O 7'-(3-fluorobicyclo[1.1.1]pentan-1-yl)-2'-((4-methyl-6-(1-methyl-1H-pyrazol-4-yl)pyridin-3-yl)amino)spiro[cyclopropane-1,5'-pyrrolo[2,3-d]pyrimidin]-6'(7'H)-one